tributyl-n-propynyl-tin C(CCC)[Sn](C#CC)(CCCC)CCCC